NC1=C(C=CC(=N1)C(C)(C)O)OC 2-(6-amino-5-methoxypyridin-2-yl)propan-2-ol